N-(sulfinyl)sulfonamide S(=O)=NS(=O)=O